C(#N)C1=C2C=NN(C2=CC=C1NC([C@@H]1N(C[C@@H](C1)F)C(=O)C1(CCC(CC1)(F)F)C1=CC=C(C=C1)S(=O)(=O)C)=O)C(=O)OC(C)(C)C tert-Butyl 4-cyano-5-{[(4R)-1-({4,4-difluoro-1-[4-(methylsulfonyl)phenyl]cyclohexyl}carbonyl)-4-fluoro-D-prolyl]amino}-1H-indazole-1-carboxylate